O=C1NC(CCC1N1C(C2=CC=C(C=C2C=N1)CCCCCOC1=CC=C(C=C1)NC(OC(C)(C)C)=O)=O)=O tert-Butyl N-[4-({5-[2-(2,6-dioxopiperidin-3-yl)-1-oxo-1,2-dihydrophthalazin-6-yl]pentyl}oxy)phenyl]carbamate